BrC1=CC=C2C=3C=CC(=CC3C(C2=C1)(CCC)CCC)C1=CC=C(C=C1)N1C2=CC=CC=C2C=2C=CC=CC12 9-(4-(7-bromo-9,9-dipropyl-9H-fluoren-2-yl)phenyl)-9H-carbazole